(R)-N-(1-(4-(cyclopropanesulphonylamino)pyridin-2-yl)-4-(dimethylamino)butyl)-5-(6-ethoxypyrazin-2-yl)thiazole-2-carboxamide C1(CC1)S(=O)(=O)NC1=CC(=NC=C1)[C@@H](CCCN(C)C)NC(=O)C=1SC(=CN1)C1=NC(=CN=C1)OCC